NC(C)(C)C1=CC(=NC(=C1)N1C=CC2=C(C=CC=C12)C)OC1[C@@H]2CN(C[C@H]12)C(=O)C=1C=C(C=2N(C1)C=C(N2)C)C(F)(F)F ((1R,5S,6s)-6-((4-(2-aminopropan-2-yl)-6-(4-methyl-1H-indol-1-yl)pyridin-2-yl)oxy)-3-azabicyclo[3.1.0]hexan-3-yl)(2-methyl-8-(trifluoromethyl)imidazo[1,2-a]pyridin-6-yl)methanone